2-formyl-N,5-dimethyl-N-((5-methyl-4-oxo-4,5-dihydro-3H-imidazo[4,5-c]pyridin-2-yl)methyl)-1-tosyl-1H-indole-7-sulfonamide C(=O)C=1N(C2=C(C=C(C=C2C1)C)S(=O)(=O)N(CC1=NC2=C(C(N(C=C2)C)=O)N1)C)S(=O)(=O)C1=CC=C(C)C=C1